(R)-5-(1-{(S)-2-[(S)-3-Isobutyl-2-oxo-1-piperazinyl]-4-methylvaleryl}-4-piperidyl)-5-methyl-2,4-imidazolidinedione C(C(C)C)[C@H]1C(N(CCN1)[C@H](C(=O)N1CCC(CC1)[C@@]1(C(NC(N1)=O)=O)C)CC(C)C)=O